ethyl (R)-1-(3-((1-(tert-butoxy)-2-methyl-1-oxopropan-2-yl)oxy)-5-cyanophenyl)piperidine-3-carboxylate C(C)(C)(C)OC(C(C)(C)OC=1C=C(C=C(C1)C#N)N1C[C@@H](CCC1)C(=O)OCC)=O